ClC=1C=C2C(=CC(=NC2=CC1)C(F)(F)F)N[C@@H]1C[C@@H](CCC1)NC1=NC=CC(=C1)NS(=O)(=O)C N-(2-(((1R,3S)-3-((6-chloro-2-(trifluoromethyl)quinolin-4-yl)amino)cyclohexyl)amino)pyridin-4-yl)methanesulfonamide